O(C1=CC=CC=C1)C1=CC=C(C=C1)C=1N=C(N2C1C=NC=C2)[C@H]2N(CCC2)C(C#CC)=O (S)-1-(2-(1-(4-phenoxyphenyl)imidazo[1,5-a]pyrazin-3-yl)pyrrolidin-1-yl)but-2-yn-1-one